5-chloro-2-fluoro-4-((morpholin-2-ylmethyl)amino)-N-(thiazol-2-yl)benzenesulfonamide ClC=1C(=CC(=C(C1)S(=O)(=O)NC=1SC=CN1)F)NCC1CNCCO1